(5R,8R)-N-((R)-1-(2,4-dichlorophenyl)ethyl)-5-fluoro-8-hydroxy-5,6,7,8-tetrahydroquinoline-5-carboxamide ClC1=C(C=CC(=C1)Cl)[C@@H](C)NC(=O)[C@@]1(C=2C=CC=NC2[C@@H](CC1)O)F